ClC=1C=C(C=C(C1)Cl)C=1OC2=C(N1)C=CC(=C2)C(=O)O[C@@H]2CN(C[C@H]2OC(=O)C2=CC1=C(N=C(O1)C1=CC(=CC(=C1)Cl)Cl)C=C2)C (3R,4R)-1-Methylpyrrolidine-3,4-Diyl Bis(2-(3,5-Dichlorophenyl) Benzo[d]Oxazole-6-Carboxylate)